Cl\C(\C(=O)OCCN(C)C)=C/C1=C(C=CC(=C1)N1C(C=2CCCCC2C1=O)=O)Cl 2-(dimethylamino)ethyl (Z)-2-chloro-3-(2-chloro-5-(1,3-dioxo-1,3,4,5,6,7-hexahydro-2H-isoindol-2-yl)phenyl)acrylate